[SiH3]O[Al] siloxyaluminum